2-(7-((2S,5R)-4-(1-(3,3-dimethyl-2,3-dihydrobenzo[b][1,4]dioxin-6-yl)ethyl)-2,5-dimethylpiperazin-1-yl)-4-methyl-5-oxo-4,5-dihydropyrazolo[1,5-a]pyrimidin-2-yl)acetonitrile CC1(OC2=C(OC1)C=CC(=C2)C(C)N2C[C@@H](N(C[C@H]2C)C2=CC(N(C=1N2N=C(C1)CC#N)C)=O)C)C